[Li+].P(=O)([O-])([O-])[O-].[Li+].[Li+] phosphate lithium salt